(6S,9S,12S,15S,18R,19R)-6-(2-aminoethyl)-19-decyl-9-(hydroxymethyl)-15-isobutyl-16,18-dimethyl-12-[(1S)-1-methylpropyl]-1-oxa-4,7,10,13,16-pentazacyclononadecane-2,5,8,11,14,17-hexone NCC[C@H]1C(NCC(O[C@@H]([C@H](C(N([C@H](C(N[C@H](C(N[C@H](C(N1)=O)CO)=O)[C@H](CC)C)=O)CC(C)C)C)=O)C)CCCCCCCCCC)=O)=O